N-(3-chloro-4-fluorophenyl)-7-methoxy-6-(3-(piperazin-1-yl)propoxy)quinazoline-4-amine ClC=1C=C(C=CC1F)NC1=NC=NC2=CC(=C(C=C12)OCCCN1CCNCC1)OC